FC1=C(N=CC2=C1N=C(N=C2OCC(F)(F)F)OCC21CCCN1CCC2)C2=CC=CC1=CC=CC(=C21)F 8-fluoro-7-(8-fluoronaphthalen-1-yl)-2-((tetrahydro-1H-pyrrolizin-7a(5H)-yl)methoxy)-4-(2,2,2-trifluoroethoxy)pyrido[4,3-d]pyrimidine